C1(CC1)CNC(=O)C=1C=C(C=CC1O)NC(=O)C1=CC2=C(S1)C=CC=C2C=2C=C1C(=NC2)NC=C1 N-(3-((cyclopropylmethyl)carbamoyl)-4-hydroxyphenyl)-4-(1H-pyrrolo[2,3-b]pyridin-5-yl)benzo[b]thiophene-2-carboxamide